NC1=CC=C(C=C1)N1CCN(CC1)C1CCN(CC1)CC1CCN(CC1)C=1C=C2C(N(C(C2=CC1)=O)C1C(NC(CC1)=O)=O)=O 5-[4-[[4-[4-(4-aminophenyl)piperazin-1-yl]-1-piperidyl]methyl]-1-piperidyl]-2-(2,6-dioxo-3-piperidyl)isoindoline-1,3-dione